C12(CC(C1)C2)C(=O)N2C(CCC2)C=2C=C(C=CC2)C bicyclo[1.1.1]pentan-1-yl(2-(m-tolyl)pyrrolidin-1-yl)methanone